C(C)(=O)C=1C2=C(C(=NC1)N)C(=NN2[C@@H]2CN(CC2)C(C=C)=O)C#CC2=CC1=C(N(C=N1)C([2H])([2H])[2H])C=C2F (S)-1-(3-(7-acetyl-4-amino-3-((6-fluoro-1-(methyl-d3)-1H-benzo[d]imidazol-5-yl)ethynyl)-1H-pyrazolo[4,3-c]pyridin-1-yl)pyrrolidin-1-yl)prop-2-en-1-one